CN1N=C(C2=CC(=CC=C12)C1=NOC(=N1)C1CCNCC1)C 3-(1,3-dimethyl-1H-indazol-5-yl)-5-(piperidin-4-yl)-1,2,4-oxadiazole